CC1=C(N=NC(=C1SC)C)C1=CC=C(C=C1)B(O)O (4-(4,6-dimethyl-5-(methylthio)pyridazin-3-yl)phenyl)boronic acid